(3S)-3-(4-chlorophenyl)-3-[(1R)-1-(4-chlorophenyl)-7-fluoro-5-[1-(4-fluoro-1-methylpiperidin-4-yl)-1-hydroxypropyl]-1-methoxy-3-oxo-2,3-dihydro-1H-isoindol-2-yl]propanoic acid ClC1=CC=C(C=C1)[C@H](CC(=O)O)N1[C@@](C2=C(C=C(C=C2C1=O)C(CC)(O)C1(CCN(CC1)C)F)F)(OC)C1=CC=C(C=C1)Cl